(4-methoxybenzyloxy)tetrahydrofuran-2-ylacetaldehyde COC1=CC=C(COC(C=O)C2OCCC2)C=C1